4-(4-((2,2-difluoroethyl)(6-fluoro-1-methylpyrido[4,3-e][1,2,4]triazolo[4,3-a]pyrimidin-5-yl)amino)pyridin-2-yl)-2-methylbut-3-yn-2-ol FC(CN(C1=CC(=NC=C1)C#CC(C)(O)C)C1=NC=2N(C3=C1C(=CN=C3)F)C(=NN2)C)F